pyridin-3-yl (6-(1-fluorocyclopropyl)pyridin-3-yl)carbamate FC1(CC1)C1=CC=C(C=N1)NC(OC=1C=NC=CC1)=O